NC1=NC=NN2C1=C(C=C2C=2C=C(C(=NC2)OC)C(=O)N[C@@H]2CN(C[C@@H]2F)C(COC(C)(C)C)=O)C(F)(F)F 5-[4-amino-5-(trifluoromethyl)pyrrolo[2,1-f][1,2,4]triazin-7-yl]-N-[(3R,4S)-1-[2-(tert-butoxy)acetyl]-4-fluoropyrrolidin-3-yl]-2-methoxypyridine-3-carboxamide